3-isopropylthiourea C(C)(C)NC(N)=S